6-(Pyridin-3-ylmethyl)-5-oxo-1,4,5,6-tetrahydropyrido[3,4-C][1,8]naphthyridine N1=CC(=CC=C1)CN1C(C2=C(C=3C=CC=NC13)CC=NC2)=O